ethyl 6-methoxy-5-((4-methoxybenzyl)thio)-1-benzothiophene-2-carboxylate COC1=CC2=C(C=C(S2)C(=O)OCC)C=C1SCC1=CC=C(C=C1)OC